1-[3-[6-[5-(6-methyl-2-pyridyl)-1H-imidazol-4-yl]-3-quinolyl]phenyl]azetidin-3-amine CC1=CC=CC(=N1)C1=C(N=CN1)C=1C=C2C=C(C=NC2=CC1)C=1C=C(C=CC1)N1CC(C1)N